COC(O)=O.CC ethane Methyl-Carbonate